3,3'-Diacetyl-5,5'-dimethoxy-2,2'-dimethyl-4H,4'H-[8,8'-bichromene]-4,4'-dione C(C)(=O)C1=C(OC2=C(C=CC(=C2C1=O)OC)C=1C=CC(=C2C(C(=C(OC12)C)C(C)=O)=O)OC)C